CC1(C2=CC=CC=C2C=2C=CC(=CC12)N(C1=CC=2C(C3=CC=CC=C3C2C=C1)(C)C)C1=CC=C(C=C1)B1OC(C(O1)(C)C)(C)C)C N-(9,9-dimethyl-9H-fluoren-2-yl)-9,9-dimethyl-N-[4-(4,4,5,5-tetramethyl-1,3,2-dioxaborolan-2-yl)phenyl]-9H-fluoren-2-amin